CC(C(=O)N1CCC=C(C1)B1OC(C(O1)(C)C)(C)C)CN1N=CC=C1 2-methyl-3-pyrazol-1-yl-1-[5-(4,4,5,5-tetramethyl-1,3,2-dioxaborolan-2-yl)-3,6-dihydro-2H-pyridin-1-yl]propan-1-one